tri-butyl-n-pentyl-(2-ethoxyethoxy)silane C(CCC)C(CCCC[SiH2]OCCOCC)(CCCC)CCCC